2-oxa-5-azabicyclo[2.2.1]hept-5-yl-(3-hydroxy-5-nitrophenyl)methanone C12OCC(N(C1)C(=O)C1=CC(=CC(=C1)[N+](=O)[O-])O)C2